OCCCN(CC(=O)[O-])CC(=O)[O-].OCC(CO)(CO)CO.[Na+].[Na+] sodium pentaerythritol hydroxypropyliminodiacetate